CN1C(NC=C(C1=O)C(=O)O)=O 3-methyl-2,4-dioxo-1,2,3,4-tetrahydropyrimidine-5-carboxylic acid